p-hydroxyethyl-phenylpropionic acid OCCC1=CC=C(C=C1)C(C(=O)O)C